CNC1=NC(=NC(=C1)N1C[C@H](OCC1)C1=CC=CC=C1)N (R)-N4-methyl-6-(2-phenylmorpholino)pyrimidine-2,4-diamine